1-bromo-3-((2-bromobenzyl)oxy)propan-2-one methyl-1-(5-chlorothiophen-3-yl)azetidine-3-carboxylate COC(=O)C1CN(C1)C1=CSC(=C1)Cl.BrCC(COCC1=C(C=CC=C1)Br)=O